(E)-2-(4-(phenyldiazenyl)phenoxy)acetic acid C1(=CC=CC=C1)/N=N/C1=CC=C(OCC(=O)O)C=C1